2-(3-((4-((4-(4-cyano-6-methylpyrimidin-2-yl)piperazin-1-yl)sulfonyl)phenyl)carbamoyl)-1H-pyrazol-1-yl)acetic acid C(#N)C1=NC(=NC(=C1)C)N1CCN(CC1)S(=O)(=O)C1=CC=C(C=C1)NC(=O)C1=NN(C=C1)CC(=O)O